FC1=C(OC2=C(C(=O)N)C=CC=N2)C=CC(=C1)CC(=O)NC=1SC2=C(N1)C=C(C=C2)C2=CC(N(C=C2)C)=O 2-(2-fluoro-4-(2-((5-(1-methyl-2-oxo-1,2-dihydropyridin-4-yl)benzo[d]thiazol-2-yl)amino)-2-oxoethyl)phenoxy)nicotinamide